7-(3-hydroxypropyl)-1-(2-morpholinoethyl)-3,4-dihydro-quinolin-2(1H)-one OCCCC1=CC=C2CCC(N(C2=C1)CCN1CCOCC1)=O